1,2-dihexyl-sn-glycero-3-phosphocholine C(CCCCC)OC[C@@H](OCCCCCC)COP(=O)([O-])OCC[N+](C)(C)C